allyl 5-(((((S)-1-(benzyloxy)-1-oxopropan-2-yl)amino)(phenoxy)phosphoryl)difluoromethyl)benzo[b]thiophene-2-carboxylate C(C1=CC=CC=C1)OC([C@H](C)NP(=O)(OC1=CC=CC=C1)C(C1=CC2=C(SC(=C2)C(=O)OCC=C)C=C1)(F)F)=O